6-oxo-5,6-dihydro-1,5-naphthyridine-2,7-d O=C1NC=2C=CC(=NC2C=C1[2H])[2H]